CN1C=CC2=C(C=CC=C12)C1NCCCC1 1-methyl-4-(piperidin-2-yl)-1H-indole